2-methoxy-3-(2H-1,2,3-triazol-2-yl)isonicotinic acid methyl ester COC(C1=C(C(=NC=C1)OC)N1N=CC=N1)=O